methyl (E)-2-[2-[3-(3-cyanophenoxy)phenoxy]phenyl]-3-ethoxyacrylate C(#N)C=1C=C(OC=2C=C(OC3=C(C=CC=C3)/C(/C(=O)OC)=C\OCC)C=CC2)C=CC1